8-((1R,2R)-2-hydroxy-2-methylcyclopentyl)-2-(methylsulfonyl)-7-oxo-7,8-dihydropyrido[2,3-d]pyrimidine-6-carbonitrile O[C@]1([C@@H](CCC1)N1C(C(=CC2=C1N=C(N=C2)S(=O)(=O)C)C#N)=O)C